3-(1-(7-acetyl-3-cyclopropyl-5,6,7,8-tetrahydroimidazo[1,5-a]pyrazin-1-yl)-1,2,3,4-tetrahydroquinolin-6-yl)benzenesulfonamide C(C)(=O)N1CC=2N(CC1)C(=NC2N2CCCC1=CC(=CC=C21)C=2C=C(C=CC2)S(=O)(=O)N)C2CC2